OCCOC(C=C)=O.C1(CC1)S(=O)(=O)N1C(CN(CC1)S(=O)(=O)C1CC1)C(=O)NC1=CC(=C(C=C1)C)C(N[C@H](C)C1=CC=CC2=CC=CC=C12)=O 1,4-bis(cyclopropylsulfonyl)-N-(4-methyl-3-(((R)-1-(naphthalen-1-yl)ethyl)carbamoyl)phenyl)piperazine-2-carboxamide hydroxyethyl-acrylate